Cl.Cl.C(C)N(CC)CC1(CC1)N 1-((diethylamino)methyl)cyclopropan-1-amine dihydrochloride